C(C)(C)(C)OC(=O)N1N=C(C2=CC=CC=C12)CBr 3-(bromomethyl)-1H-indazole-1-carboxylic acid tert-butyl ester